O=C1NC(CCC1N1C(C2=CC=CC(=C2C1=O)NCC1=C(C=C(C=C1)CN1CC(C1)N1CCOCC1)F)=O)=O 2-(2,6-DIOXOPIPERIDIN-3-YL)-4-((2-FLUORO-4-((3-MORPHOLINOAZETIDIN-1-YL)METHYL)BENZYL)AMINO)ISOINDOLINE-1,3-DIONE